FC=1C=C(C=C(C1[N+](=O)[O-])F)OC(=O)C1=C(C=C(C=C1F)C1=C(C=C(C=C1F)C1OCC(CO1)CCC)F)F 3,5-difluoro-4-nitrophenyl-2',3,5,6'-tetrafluoro-4'-(5-propyl-1,3-dioxan-2-yl)-[1,1'-biphenyl]-4-carboxylate